COC1=CC=C(CNC(=O)NC2=CC3=C(C=N2)C(=NN3C3=NC(=CC(=C3)C)[C@]3(COCC3)OC)C=3C=NN(C3)C)C=C1 (R)-1-(4-methoxybenzyl)-3-(1-(6-(3-methoxytetrahydrofuran-3-yl)-4-methylpyridin-2-yl)-3-(1-methyl-1H-pyrazol-4-yl)-1H-pyrazolo[4,3-c]pyridine-6-yl)urea